N-benzyl-7-(4-bromo-3-chloro-benzoyl)-3-oxo-2-[4-(2,2,2-trifluoro-1,1-dimethyl-ethoxy)phenyl]-6,8-dihydro-5H-imidazo[1,5-a]pyrazine-1-carboxamide C(C1=CC=CC=C1)NC(=O)C=1N(C(N2C1CN(CC2)C(C2=CC(=C(C=C2)Br)Cl)=O)=O)C2=CC=C(C=C2)OC(C(F)(F)F)(C)C